Ethyl 4-(tert-butoxycarbonylamino)-6-chloro-pyridine-3-carboxylate C(C)(C)(C)OC(=O)NC1=C(C=NC(=C1)Cl)C(=O)OCC